(Z)-benzyl ((E)-9-trideuteriomethyl-7,12-dioxo-2,6-dioxa-9,11-diazaspiro[4.16]henicos-18-en-10-ylidene)carbamate [2H]C(N\1CC(OC2(CCOC2)CC/C=C/CCCCCC(N/C1=N/C(OCC1=CC=CC=C1)=O)=O)=O)([2H])[2H]